C(C1=CC=CC=C1)N(C1C(N(CCC1)C1=CN=C(C=C1C(=O)OC)C1=CC(=C(C=C1)F)F)CO)C(=O)OC methyl 5-(3-(benzyl(methoxycarbonyl)amino)-2-(hydroxymethyl)piperidin-1-yl)-2-(3,4-difluorophenyl)isonicotinate